rac-N-(4-(1,1-difluoroethyl)-3-oxo-3,5,6,7-tetrahydro-2H-cyclopenta[c]pyridazin-7-yl)-2-((1-(5-(trifluoromethyl)pyrimidin-2-yl)piperidin-4-yl)oxy)acetamide FC(C)(F)C1=C2C(=NNC1=O)[C@@H](CC2)NC(COC2CCN(CC2)C2=NC=C(C=N2)C(F)(F)F)=O |r|